1-(3-iodo-2-methylpyrazolo[4,3-e]pyrazin-6-yl)-4-(methylsulfonyl)piperazine IC=1N(N=C2C1N=CC(=N2)N2CCN(CC2)S(=O)(=O)C)C